N-[(cyclopropylmethoxyamino)-[6-(difluoromethoxy)-2,3-difluorophenyl]methylidene]-2-phenylacetamide C1(CC1)CONC(=NC(CC1=CC=CC=C1)=O)C1=C(C(=CC=C1OC(F)F)F)F